2-(2-Ethyl-4-isopropyl-7-oxofuro[2,3-d]pyridazin-6(7H)-yl)-N-(5-fluoropyrimidin-2-yl)acetamide C(C)C1=CC2=C(C(N(N=C2C(C)C)CC(=O)NC2=NC=C(C=N2)F)=O)O1